(pyridin-4-yl)-1,3,5-triazine-2,4-diamine N1=CC=C(C=C1)C1=NC(=NC(=N1)N)N